3-(4-(tert-butyl)benzoyl)thiazolidine-4-carboxylic acid C(C)(C)(C)C1=CC=C(C(=O)N2CSCC2C(=O)O)C=C1